4-{1-[(4-methyl-1,4-oxazepan-2-yl)methyl]piperidin-4-yl}phenol CN1CC(OCCC1)CN1CCC(CC1)C1=CC=C(C=C1)O